3-[[(E)-4-(dimethylamino)but-2-enoyl]amino]benzamide CN(C/C=C/C(=O)NC=1C=C(C(=O)N)C=CC1)C